tert-butyl 4-(7-bromo-8-chloro-6-fluoro-4-(((S)-1-methylpyrrolidin-2-yl)methoxy)-1H-imidazo[4,5-c]quinolin-1-yl)-2-(cyanomethyl)piperidine-1-carboxylate BrC=1C(=CC=2C3=C(C(=NC2C1F)OC[C@H]1N(CCC1)C)N=CN3C3CC(N(CC3)C(=O)OC(C)(C)C)CC#N)Cl